(E)-N-(4-(1-(6-(4-(4-(6-(2-(2,6-dioxopiperidin-3-yl)-1-oxoisoindolin-4-yl)hexyl)piperazin-1-yl)piperidin-1-yl)pyridazine-3-carbonyl)piperidin-4-yl)butyl)-3-(pyridin-3-yl)acrylamide O=C1NC(CCC1N1C(C2=CC=CC(=C2C1)CCCCCCN1CCN(CC1)C1CCN(CC1)C1=CC=C(N=N1)C(=O)N1CCC(CC1)CCCCNC(\C=C\C=1C=NC=CC1)=O)=O)=O